[(4S)-2-Oxooxazolidin-4-yl]methyl 3-[2-[2-(difluoromethyl)phenyl]ethynyl]azetidine-1-carboxylate FC(C1=C(C=CC=C1)C#CC1CN(C1)C(=O)OC[C@H]1NC(OC1)=O)F